C(C)C1(CCC1)C1=NC=C2C=NC(=NN21)NC2CCN(CC2)S(=O)(=O)C N-[7-(1-ethylcyclobutyl)imidazo[4,3-f][1,2,4]triazin-2-yl]-1-methanesulfonylpiperidin-4-amine